tert-butyl N-[2-[(E)-2-ethoxyvinyl]-4-methyl-5-oxo-7,8-dihydro-6H-pyrazolo[1,5-a][1,3]diazepin-6-yl]carbamate C(C)O/C=C/C1=NN2C(N(C(C(CC2)NC(OC(C)(C)C)=O)=O)C)=C1